NC1=C(C=CC(=C1)F)C=1C(=CC(=C(C1)C)C(=O)NC=1C=NC(=C(C1)Cl)N1N=CC=N1)C1=CC=CC=C1 2-amino-N-(5-chloro-6-(2H-1,2,3-triazol-2-yl)pyridin-3-yl)-4-fluoro-5'-methyl-[1,1':2',1''-terphenyl]-4'-carboxamide